C(C)(C)(C)OC(=O)N1CC(C(CC1)C1=C(C=C(C(=C1)OC1CC1)[N+](=O)[O-])C)=O 1-t-butyloxycarbonyl-4-(5-cyclopropoxy-2-methyl-4-nitrophenyl)-3-piperidone